[N+](=O)([O-])C=1C=C2C(=NNC2=CC1)C1=CC(=NC=C1)N1CCN(CC1)CC1CCNCC1 5-nitro-3-[2-[4-(4-piperidylmethyl)piperazin-1-yl]-4-pyridyl]-1H-indazole